COC=1C=C(C=CC1C)NC(=O)C1CCC(CC1)NCC1=C(C=NC=C1C)NCC1=CC=C(C=C1)OC (1s,4s)-N-(3-methoxy-4-methylphenyl)-4-(((3-((4-methoxybenzyl)amino)-5-methylpyridin-4-yl)methyl)amino)cyclohexanecarboxamide